NCC1CN(CCC1)C=1C2=C(N=C(N1)OC[C@]13CCCN3C[C@@H](C1)F)C(=C(N=C2)C2=CC(=CC1=CC=C(C(=C21)CC)F)O)F 4-(4-(3-(aminomethyl)piperidin-1-yl)-8-fluoro-2-(((2R,7aS)-2-fluorotetrahydro-1H-pyrrolizin-7a(5H)-yl)methoxy)pyrido[4,3-d]pyrimidin-7-yl)-5-ethyl-6-fluoronaphthalen-2-ol